(E)-N-(3,5-dimethylphenyl)-N'-((4-(trifluoromethyl)benzoyl)oxy)benzimidamide CC=1C=C(C=C(C1)C)N\C(\C1=CC=CC=C1)=N\OC(C1=CC=C(C=C1)C(F)(F)F)=O